N[C@H]1[C@@H]2N(C[C@H]1CC2)C(=O)C2=CC1=C(N(C(=N1)C=1N(C3=C(C=CC=C3C1)C1CN(C1)C(=O)NC1=CC=CC=C1)CC1CC1)C)C(=C2)OC 3-(2-(5-((1R,4R,7R)-7-Amino-2-azabicyclo[2.2.1]heptan-2-carbonyl)-7-methoxy-1-methyl-1H-benzo[d]imidazol-2-yl)-1-(cyclopropylmethyl)-1H-indol-7-yl)-N-phenylazetidin-1-carboxamid